FC12CC(C1)(C2)CN[C@H]2[C@H](CCCC2)OC=2C=C1CN(C(C1=CC2)=O)C2C(NC(CC2)=O)=O 3-(5-(((1S,2R)-2-(((3-fluorobicyclo[1.1.1]pentan-1-yl)methyl)amino)cyclohexyl)oxy)-1-oxoisoindolin-2-yl)piperidine-2,6-dione